3-[2-(3,6-dichloropyridazin-4-yl)oxyethylamino]-1-methyl-cyclobutanol ClC=1N=NC(=CC1OCCNC1CC(C1)(O)C)Cl